N-(2-((5-(3'-chloro-5-fluoro-2-hydroxy-4'-(3-methyl-2-oxoimidazolidin-1-yl)-[1,1'-biphenyl]-3-yl)-3-(piperazin-1-yl)pyridin-2-yl)amino)ethyl)acetamide ClC=1C=C(C=CC1N1C(N(CC1)C)=O)C1=C(C(=CC(=C1)F)C=1C=C(C(=NC1)NCCNC(C)=O)N1CCNCC1)O